COC=1C=C(C=C(C1)OC)CCNC1CCC(CC1)N N4-[2-(3,5-dimethoxy-phenyl)-ethyl]-cyclohexane-1,4-diamine